COC1=C(C=C(C=C1)OC)N1N=NC(=C1C)C(=O)NC1=C(C=CC(=C1)C(=O)N1CCN(CC1)C)O[C@@H](CC)CCC (S)-1-(2,5-DIMETHOXYPHENYL)-N-(2-(HEXAN-3-YLOXY)-5-(4-METHYLPIPERAZINE-1-CARBONYL)PHENYL)-5-METHYL-1H-1,2,3-TRIAZOLE-4-CARBOXAMIDE